2-(5-methoxynaphthalen-1-yl)ethanol COC1=C2C=CC=C(C2=CC=C1)CCO